N-{6-methyl-5-[4-(trifluoromethyl)phenoxy]-2,3-dihydrobenzofuran-3-yl}acrylamide CC1=CC2=C(C(CO2)NC(C=C)=O)C=C1OC1=CC=C(C=C1)C(F)(F)F